N-(3-(fluoromethyl)oxetan-3-yl)-4-(4-isobutyrylpiperazin-1-yl)-1-(5-vinyl-1,3,4-thiadiazol-2-yl)-1H-indazole-6-sulfonamide FCC1(COC1)NS(=O)(=O)C1=CC(=C2C=NN(C2=C1)C=1SC(=NN1)C=C)N1CCN(CC1)C(C(C)C)=O